mesyl chloride S(=O)(=O)(C)Cl